COC1=NC=C(C(=N1)OC)Br 2,4-dimethoxy-5-bromopyrimidine